CC=1C=NC(=NC1)N1CCN(CC1)C(CCOC[C@H](C)OC1=C(C(NN=C1)=O)C(F)(F)F)=O (S)-5-((1-(3-(4-(5-Methylpyrimidin-2-yl)piperazin-1-yl)-3-oxopropoxy)propan-2-yl)oxy)-4-(trifluoromethyl)pyridazin-3(2H)-one